(S)-2-(4-(1-methylcyclopropyl)phenyl)-5-phenyl-2,5,6,7-tetrahydro-3H-pyrrolo[2,1-c][1,2,4]triazol-3-one CC1(CC1)C1=CC=C(C=C1)N1N=C2N(C1=O)[C@@H](CC2)C2=CC=CC=C2